N1C(=CC2=CC=CC=C12)C(=O)O 1H-indole-2-oic acid